1-(5-tert-butyl-isoxazol-3-yl)-3-(4-{5-[2-(2-hydroxyl-ethoxyl)-ethoxyl]-benzimidazol-1-yl}-phenyl)-urea C(C)(C)(C)C1=CC(=NO1)NC(=O)NC1=CC=C(C=C1)N1C=NC2=C1C=CC(=C2)OCCOCCO